N-[(1R)-1-carbamoylpropyl]carbamic acid tert-butyl ester C(C)(C)(C)OC(N[C@H](CC)C(N)=O)=O